NC1=C(C=C(C=N1)C1=NC(=C(C(=C1)C)N1CCN(CC1)C)C)C=1C=C2C=CNC(C2=CC1)=O 6-(6'-amino-4,6-dimethyl-5-(4-methylpiperazin-1-yl)-[2,3'-bipyridyl]-5'-yl)isoquinolin-1(2H)-one